C1C(OC2=CC=CC=C2O1)C(=O)O N-acetyl-DL-phenylalanine